4-[4-(6-Chloro-7-{[1-(1-methylethyl)piperidin-4-yl]amino}-3H-imidazo[4,5-b]pyridin-2-yl)phenyl]piperazin-2-one ClC=1C(=C2C(=NC1)NC(=N2)C2=CC=C(C=C2)N2CC(NCC2)=O)NC2CCN(CC2)C(C)C